tert-butyl 4-[[4-[1-(2,6-dioxo-3-piperidyl)-3-methyl-2-oxo-benzimidazol-5-yl]-3,3-difluoro-1-piperidyl]methyl]piperidine-1-carboxylate O=C1NC(CCC1N1C(N(C2=C1C=CC(=C2)C2C(CN(CC2)CC2CCN(CC2)C(=O)OC(C)(C)C)(F)F)C)=O)=O